C(C)(C)NC(O[C@H]1C[C@H](CC1)C=1NN=C(C1)NC(C1=CC(=C(C=C1)C1OCCO1)OCC1=CC=C(C=C1)OC)=O)=O (1R,3S)-3-{5-[4-(1,3-dioxolan-2-yl)-3-[(4-methoxyphenyl)methoxy] benzamido]-2H-pyrazol-3-yl}cyclopentyl N-isopropylcarbamate